ClC1=C(OC=2C=C(C(=NC2)OC)N2C(CCC2)=O)C(=CC(=C1)[N+](=O)[O-])Cl 1-(5-(2,6-dichloro-4-nitrophenoxy)-2-methoxypyridin-3-yl)pyrrolidin-2-one